C1(CCCC1)NS(=O)(=O)C1=CC2=C(N=C(S2)C2CCNCC2)C=C1 N-cyclopentyl-2-(piperidin-4-yl)benzo[d]thiazole-6-sulfonamide